allyloxybenzoic acid C(C=C)OC1=C(C(=O)O)C=CC=C1